2-((1-(methylsulfonyl)piperidin-4-yl)amino)-7-(1H-pyrazol-4-yl)-[1,2,4]triazolo[1,5-C]pyrimidin-8-ol CS(=O)(=O)N1CCC(CC1)NC1=NN2C=NC(=C(C2=N1)O)C=1C=NNC1